C(OC(C)CC)([O-])[O-] sec-butyl orthoformate